CC=1SC(=C(N1)C1=CC=CC=C1)OC1=CC(=NC=C1)NC=1C=C(C(=O)O)C=CC1 3-((4-((2-methyl-4-phenylthiazol-5-yl)oxy)pyridin-2-yl)amino)benzoic acid